4-(4-chlorophenyl)cyclohexylcarboxylic acid ClC1=CC=C(C=C1)C1CCC(CC1)C(=O)O